6-(bromomethyl)-4-(4-fluorophenyl)-2-(tetrahydro-2H-pyran-2-yl)pyridazin-3(2H)-one BrCC=1C=C(C(N(N1)C1OCCCC1)=O)C1=CC=C(C=C1)F